C(C)(C)OC1=NC=2N(C=C1C(=O)NC=1C(N(C=CC1)[C@H]1[C@@H](C1)C)=O)C=C(N2)[C@@]21CO[C@@](CC2)(C1)C 7-isopropoxy-2-((1S,4R)-1-methyl-2-oxabicyclo[2.2.1]heptan-4-yl)-N-(1-((1R,2R)-2-methylcyclopropyl)-2-oxo-1,2-dihydropyridin-3-yl)imidazo[1,2-a]pyrimidine-6-carboxamide